C(C1=CC=CC=C1)N(C1=NC=2N(C(=C1)C=1C=NNC1)N=C(C2)C(=O)NC=2C=NNC2)C 5-(benzyl(methyl)amino)-N,7-di(1H-pyrazol-4-yl)pyrazolo[1,5-a]pyrimidine-2-carboxamide